C(C1=CC=CC=C1)OCC1CCC(CC1)N1N=C(C(=C1)C(=O)O)OC(F)(F)F 1-((1R,4R)-4-((Benzyloxy)methyl)cyclohexyl)-3-(trifluoromethoxy)-1H-pyrazole-4-carboxylic acid